C(=O)(OC(C)(C)C)N1C(OC(C1)C=C)=O 3-Boc-5-vinyl-2-oxazolidinone